FC1=C(C=C(C=C1)NC(C1=CC(=CC=C1)C(F)(F)F)=O)CCC1=CC(=NN1)NC1=NC(=NC(=C1)CN1CCCC1)C N-(4-fluoro-3-(2-(3-((2-methyl-6-(pyrrolidin-1-ylmethyl)pyrimidin-4-yl)amino)-1H-pyrazol-5-yl)ethyl)phenyl)-3-(trifluoromethyl)benzamide